O[C@@H](C(=O)[O-])COC[C@H](C)NC=1C=NN(C(C1C(F)(F)F)=O)CC1=CC=C(C=C1)OC (R)-2-hydroxy-3-((S)-2-((1-(4-methoxybenzyl)-6-oxo-5-(trisFluoromethyl)-1,6-dihydropyridazin-4-yl)amino)propoxy)propionate